C1CC12CN(CCC2)C2CCN(CC2)C=2SC(=CN2)C(=O)NCC2=NC=C(C=C2F)F 2-[4-(5-azaspiro[2.5]oct-5-yl)piperidin-1-yl]-N-[(3,5-difluoropyridin-2-yl)methyl]-1,3-thiazole-5-carboxamide